4-amino-3-methoxypiperidine-1-carboxylate NC1C(CN(CC1)C(=O)[O-])OC